C(C1=CC=CC=C1)(=O)OCCC1CCCCC1 2-Cyclohexylethyl Benzoate